ClC=1C=C(C=C(C1)Cl)N1[C@H](CNC[C@@H]1C)C (2S,6S)-1-(3,5-dichlorophenyl)-2,6-dimethyl-piperazine